C(C)OC(=O)C1(CC1)O.C(CCC)P(C12CC3CC(CC(C1)C3)C2)C23CC1CC(CC(C2)C1)C3 n-butyl-bis(1-adamantyl)phosphine ethyl-1-hydroxycyclopropanecarboxylate